6,7-dihydro-5H-cyclopenta[d]pyrimidine-5-carbonitrile N1=CN=CC2=C1CCC2C#N